CN1C=C(C=CC1=O)C(=O)N 1-methyl-6-oxopyridine-3-carboxamide